NC1CCC(CC1)C=1SC(=CN1)C1=C(C=C(C=C1)NC(OC(C)C)=O)S(NC(C)(C)C)(=O)=O.[V+2] vanadium (ii) isopropyl N-[4-[2-(4-aminocyclohexyl) thiazol-5-yl]-3-(tert-butylsulfamoyl)phenyl]carbamate